1-[3-iodo-5-methyl-4-(propan-2-yl)-1H-pyrazol-1-yl]propan-2-one IC1=NN(C(=C1C(C)C)C)CC(C)=O